NC1=CC=CC2=CC=CC(=C12)S(=O)(=O)O 1-aminonaphthalene-8-sulphonic acid